C(C)(C)OC=1C=2N(C=C(N1)C(=O)O)C=C(N2)C21COC(CC2)(CC1)C 8-isopropoxy-2-(1-methyl-2-oxabicyclo[2.2.2]octan-4-yl)imidazo[1,2-a]pyrazine-6-carboxylic acid